1-(7-(3-fluoro-4-(trifluoromethyl)phenoxy)-3,4-dihydroisoquinolin-2(1H)-yl)-2-(1H-1,2,4-triazol-3-yl)ethan-1-one FC=1C=C(OC2=CC=C3CCN(CC3=C2)C(CC2=NNC=N2)=O)C=CC1C(F)(F)F